C(#N)C=1C=NN(C1)C[C@H](C(=O)OCC1=CC=CC=C1)OC(NC1=C2CCCC2=CC=2CCCC12)=O Benzyl (2R)-3-(4-cyano-1H-pyrazol-1-yl)-2-{[(1,2,3,5,6,7-hexahydro-s-indacen-4-yl)carbamoyl]oxy}propanoate